2-(5-methylthiophene-2-yl)acetonitrile CC1=CC=C(S1)CC#N